(R)-N-(5-((3-((5-fluoropyridin-2-yl)oxy)piperidin-1-yl)methyl)thiazol-2-yl)acetamide FC=1C=CC(=NC1)O[C@H]1CN(CCC1)CC1=CN=C(S1)NC(C)=O